ClC1=C(C=NC2=CC=C(C=C12)Cl)CN1CCOCC1 4-[(4,6-dichloro-3-quinolinyl)methyl]morpholine